4-(aminomethyl)-2-fluoro-6-iodoaniline NCC1=CC(=C(N)C(=C1)I)F